(4-((4-methylpiperazin-1-yl)methyl)-6-(trifluoromethyl)benzo[d]thiazol-2-yl)benzamide CN1CCN(CC1)CC1=CC(=CC2=C1N=C(S2)C2=C(C(=O)N)C=CC=C2)C(F)(F)F